(S)-2-(1-acryloyl-4-(5-(naphthalen-1-yl)-3,4-dihydro-2H-pyrano[2,3-f]quinazolin-10-yl)piperazin-2-yl)acetonitrile C(C=C)(=O)N1[C@H](CN(CC1)C1=NC=NC2=CC(=C3C(=C12)OCCC3)C3=CC=CC1=CC=CC=C31)CC#N